C(C)(C)(C)OC(NCC1(CCN(CC1)CCNC)O)=O ((4-hydroxy-1-(2-(methylamino)ethyl)piperidin-4-yl)methyl)carbamic acid tert-butyl ester